[methylenebis(4,1-phenylene)]bis[2,2-dimethylpropanamide] C(C1=CC=C(C=C1)CC(C(=O)N)(C)C)C1=CC=C(C=C1)CC(C(=O)N)(C)C